N1CCNC2C1=CC=C2 cyclopentapiperazine